6-((2-trifluoromethylbenzyl)oxy)-4-oxo-1,4-dihydroquinoline-3-carboxylic acid FC(C1=C(COC=2C=C3C(C(=CNC3=CC2)C(=O)O)=O)C=CC=C1)(F)F